4-(4-((4-(3-chloro-5-ethyl-2-methoxyphenyl)piperazin-1-yl)methyl)-1H-1,2,3-triazol-1-yl)-N,N-dimethyl-2,2-diphenylbutanamide ClC=1C(=C(C=C(C1)CC)N1CCN(CC1)CC=1N=NN(C1)CCC(C(=O)N(C)C)(C1=CC=CC=C1)C1=CC=CC=C1)OC